[O-2].[O-2].[O-2].[O-2].[V+4].[V+4] divanadium (IV) tetroxide